(1S,4R,5R,6R)-6-methyl-4',5'-diphenylspiro[bicyclo[4.1.0]heptane-2,2'-[1,3]dioxolane] C[C@@]12CCCC3(OC(C(O3)C3=CC=CC=C3)C3=CC=CC=C3)[C@H]2C1